N(C(=O)N)CC1=CC=C(CNC(OC(C)(C)C)=O)C=C1 tert-butyl (4-(ureidomethyl)benzyl)carbamate